FC1=C(C=CC=C1F)NC(=O)C=1C(=CC=2N(C1)C=C(N2)C2CCOCC2)OC N-(2,3-difluorophenyl)-7-methoxy-2-(tetrahydro-2H-pyran-4-yl)imidazo[1,2-a]pyridine-6-carboxamide